3-(5-((4-((4-(2,4-difluorophenyl)piperazin-1-yl)methyl)benzyl)amino)-4-oxobenzo[d][1,2,3]triazin-3(4H)-yl)piperidine-2,6-dione FC1=C(C=CC(=C1)F)N1CCN(CC1)CC1=CC=C(CNC2=CC=CC=3N=NN(C(C32)=O)C3C(NC(CC3)=O)=O)C=C1